Guanosine-2'-monophosphate P(=O)(O)(O)O[C@H]1[C@@H](O[C@@H]([C@H]1O)CO)N1C=NC=2C(=O)NC(N)=NC12